C(#N)C1=CC2=C(N(C(N=C2N2[C@H](CN(CC2)C(=O)OC(C)(C)C)C)=O)C=2C(=NC=CC2C)C(C)C)N=C1C1=C(C(=CC=C1)F)C tert-butyl (S)-4-(6-cyano-7-(3-fluoro-2-methylphenyl)-1-(2-isopropyl-4-methylpyridin-3-yl)-2-oxo-1,2-dihydropyrido[2,3-d]pyrimidin-4-yl)-3-methylpiperazine-1-carboxylate